2-[3,5-dichloro-2-(hydroxymethyl)-4-pyridinyl]Acetic acid ClC=1C(=NC=C(C1CC(=O)O)Cl)CO